N-(3-(1H-imidazol-1-yl)propyl)-5-(furan-2-yl)pyridinamide N1(C=NC=C1)CCCNC(=O)C1=NC=C(C=C1)C=1OC=CC1